CN1C[C@@H]2N(C3=C(OC2)N=CC(=C3)NC(OC(C)(C)C)=O)S1(=O)=O tert-butyl (S)-(2-methyl-1,1-dioxido-2,3,3a,4-tetrahydropyrido[2,3-b][1,2,5]thiadiazolo[2,3-d][1,4]oxazin-8-yl)carbamate